tert-butyl 3-[4-cyano-6-[8-ethynyl-7-fluoro-3-(methoxymethoxy)-1-naphthyl]-5-fluoro-3-(oxetan-3-yl)-2,7-naphthyridin-1-yl]-3,8-diazabicyclo[3.2.1]octane-8-carboxylate C(#N)C1=C(N=C(C2=CN=C(C(=C12)F)C1=CC(=CC2=CC=C(C(=C12)C#C)F)OCOC)N1CC2CCC(C1)N2C(=O)OC(C)(C)C)C2COC2